ClC12C[C@H]3C([C@H](CC(C1)C3)C2)=C(C=2C=C(C=CC2)O)OC 3-((Z)-((1r,3s,5s,7s)-5-chloroadamantan-2-ylidene)(methoxy)methyl)phenol